ClC1=NC=C(C(=N1)C=1N(C2=CC(=CC=C2C1)[N+](=O)[O-])C)C (2-chloro-5-methyl-pyrimidin-4-yl)-1-methyl-6-nitro-indole